FC1=CC=C2C(C(CN3C2=C1C=C3)NC(OC(C)(C)C)=O)C tert-butyl (9-fluoro-6-methyl-5,6-dihydro-4H-pyrrolo[3,2,1-ij]quinolin-5-yl)carbamate